1-diazonio-1-dimethoxyphosphorylprop-1-en-2-olate [N+](#N)C(=C(C)[O-])P(=O)(OC)OC